2-benzyl-4-[6-(2,4-dimethylpyrazol-3-yl)pyridazin-3-yl]oxy-3,3a,4,5,6,6a-hexahydro-1H-cyclopenta[c]pyrrole C(C1=CC=CC=C1)N1CC2C(C1)C(CC2)OC=2N=NC(=CC2)C=2N(N=CC2C)C